C1(=CC=CC=C1)NC1=CC=C(C=C1)NC1=CC=CC=C1 bisphenyl-p-phenylenediamine